tert-butyl (R)-2-({7-[(benzyloxycarbonyl)methoxy]-4-quinolyl} carbonyl amino)propionate C(C1=CC=CC=C1)OC(=O)COC1=CC=C2C(=CC=NC2=C1)C(=O)N[C@@H](C(=O)OC(C)(C)C)C